5-chloro-4-(6-fluoropyridin-3-yl)-2-methylaniline ClC=1C(=CC(=C(N)C1)C)C=1C=NC(=CC1)F